FC(S(=O)(=O)[O-])(F)F.COP(=O)(OC)C[N+]1=CC=C(C=C1)C1=NC=NS1 5-[1-(dimethoxyphosphorylmethyl)pyridin-1-ium-4-yl]-1,2,4-thiadiazole trifluoromethanesulfonate